C(C)OC(=O)C=1N=C2N(C=C(N=C2NC2CCN(CC2)C(=O)OC(C)(C)C)Br)C1 6-Bromo-8-(1-tert-butoxycarbonyl-piperidin-4-ylamino)-imidazo[1,2-a]pyrazine-2-carboxylic acid ethyl ester